6-bromo-2-(1-(methylsulfonyl)piperidin-4-yl)quinoline-8-carbonitrile BrC=1C=C2C=CC(=NC2=C(C1)C#N)C1CCN(CC1)S(=O)(=O)C